Cl.N[C@@H]1CN(C[C@H](C1)O)C1=C2C(=C(NC2=C(C=C1F)C(=O)N)C)C 4-((3s,5s)-3-amino-5-hydroxypiperidin-1-yl)-5-fluoro-2,3-dimethyl-1H-indole-7-carboxamide hydrochloride